1-[4-(phenylmercapto)phenyl]-1,2-octanedione C1(=CC=CC=C1)SC1=CC=C(C=C1)C(C(CCCCCC)=O)=O